ONC(=N)C1=CC2=C(CN([C@H](CO2)COC)C(=O)C2(CCOCC2)C)C=C1 (3S)-N-hydroxy-3-(methoxymethyl)-4-[(4-methyloxan-4-yl)carbonyl]-3,5-dihydro-2H-1,4-benzoxazepine-8-carboximidamide